C1(=CC=CC=C1)C#C phenyl-acetylene